1-(4-bromo-1-phenyl-3-(tetrahydro-2H-pyran-4-yl)-1H-pyrazol-5-yl)-3-((3s,4r)-4-(3,4-difluorophenyl)-1-(2-methoxyethyl)pyrrolidin-3-yl)urea BrC=1C(=NN(C1NC(=O)N[C@@H]1CN(C[C@H]1C1=CC(=C(C=C1)F)F)CCOC)C1=CC=CC=C1)C1CCOCC1